(S)-2,2,2-Trifluoro-N-methyl-1-(5-(pyridin-4-ylmethyl)-1H-imidazol-2-yl)ethan-1-amine FC([C@@H](NC)C=1NC(=CN1)CC1=CC=NC=C1)(F)F